Hydroxyl-Ammonium nitrat [N+](=O)([O-])[O-].O[NH3+]